(S)-3-Ethyl-6-fluoro-2-(1-(4-methyl-1,4-diazepan-1-yl)butyl)pyrido[2,3-d]pyrimidin-4(3H)-one C(C)N1C(=NC2=C(C1=O)C=C(C=N2)F)[C@H](CCC)N2CCN(CCC2)C